4-(methylthio)bromobenzene CSC1=CC=C(C=C1)Br